[N+](=O)([O-])C1=CC=CC2=C1SC=C2CO (7-nitrobenzo[b]thiophen-3-yl)methanol